N-(6-(1,2-dimethyl-1H-imidazol-5-yl)isoquinolin-3-yl)-4,4-difluorocyclohexanecarboxamide CN1C(=NC=C1C=1C=C2C=C(N=CC2=CC1)NC(=O)C1CCC(CC1)(F)F)C